FC(C=1C(=C(C=CC1)[C@@H](C)NC1=CC=NC2=CC(=C(C=C12)C1(CN(C1)C(C)=O)O)OC)F)F (R)-1-(3-(4-((1-(3-(difluoromethyl)-2-fluorophenyl)ethyl)amino)-7-methoxyquinoline-6-yl)-3-hydroxyazetidin-1-yl)ethan-1-one